2-(5-nitroindazol-2-yl)ethanol [N+](=O)([O-])C1=CC2=CN(N=C2C=C1)CCO